(4-((4-bromo-2,3-dihydro-1H-inden-1-ylidene)methyl)-2-methoxyphenyl)methanol yttrium (2+) [Y+2].BrC1=C2CCC(C2=CC=C1)=CC1=CC(=C(C=C1)CO)OC